CSC1=NC(=C2NC=NC2=N1)NC(C=C(C)C)O 2-methylthio-N6-(cis-hydroxyprenyl)adenine